ClC1=CC=C(C=N1)C1=NC=2N(C(N(C(C2N1)=O)CCOC)=O)CCC 8-(6-chloropyridin-3-yl)-1-(2-methoxyethyl)-3-propylxanthine